COC(=O)C1=NC=C(N=C1)N[C@@H]1C[C@@H]2CN([C@H]1C2)C(C2=C(C=CC=C2)N2N=CC=N2)=O 5-(((1S,4S,6R)-2-(2-(2H-1,2,3-triazol-2-yl)benzoyl)-2-azabicyclo[2.2.1]Hept-6-yl)amino)pyrazine-2-carboxylic acid methyl ester